5-Fluoro-1-(4-(phenylamino)phenyl)-1H-indazol-6-ol FC=1C=C2C=NN(C2=CC1O)C1=CC=C(C=C1)NC1=CC=CC=C1